CC(C#C)(CCCC(C)C)O 3,7-dimethyl-1-octyn-3-ol